3-(1-(dimethylamino)-1-oxobutan-2-yl)-1H-indole-1-carboxylic acid tert-butyl ester C(C)(C)(C)OC(=O)N1C=C(C2=CC=CC=C12)C(C(=O)N(C)C)CC